CC1=C(C(=O)N2CCCC(C2=N1)O)CCN3CCC(CC3)C4=NOC5=C4C=CC(=C5)F The molecule is a member of the class of pyridopyrimidines that is 9-hydroxy-2-methyl-6,7,8,9-tetrahydropyrido[1,2-a]pyrimidin-4-one carrying an additional 2-[4-(6-fluoro-1,2-benzoxazol-3-yl)piperidin-1-yl]ethyl group at position 2. It is a member of 1,2-benzoxazoles, a heteroarylpiperidine, an organofluorine compound, a pyridopyrimidine and a secondary alcohol.